O=C(CCCCCCCC(=O)OCCC(CCCCC)CCCCC)CCCCCCCC(=O)OCCC(CCCCC)CCCCC bis(3-pentyloctyl) 9-oxoheptadecanedioate